C(#N)C1=CC(=C(C=C1)NS(=O)(=O)C1=CNC(=C1)C1=NC=C(C=C1)F)F N-(4-cyano-2-fluoro-phenyl)-5-(5-fluoro-2-pyridyl)-1H-pyrrole-3-sulfonamide